C(C)(C)(C)N1C[C@H]([C@@H](C1)C1=CC=CC=C1)C(=O)NC1=CC(=CC=C1)CC1=CC=CC=C1 trans-tert-Butyl-N-(3-Benzylphenyl)-4-phenylpyrrolidine-3-carboxamide